FC1(C(C1)OC1=CC(=CC=C1)[N+](=O)[O-])F 1-(2,2-difluorocyclopropoxy)-3-nitrobenzene